The molecule is a peptide anion arising from deprotonation of the three carboxy groups and protonation of the primary amino group of D-gamma-glutamyl-D-glutamic acid. It is a conjugate base of a D-gamma-glutamyl-D-glutamic acid. C(CC(=O)N[C@H](CCC(=O)[O-])C(=O)[O-])[C@H](C(=O)[O-])[NH3+]